C1=CC=CC=2C3=CC=CC=C3C(C12)COC(=O)N[C@@H](CC(=O)O)CCC1=CC=CC=C1 (3R)-3-(9H-fluoren-9-ylmethoxycarbonylamino)-5-phenylpentanoic acid